methyl 1-methyl-2,3-dioxo-4-(1-(4-(trifluoromethoxy)benzyl)piperidin-4-yl)-1,2,3,4-tetrahydropyrido[2,3-b]pyrazine-7-carboxylate CN1C2=C(N(C(C1=O)=O)C1CCN(CC1)CC1=CC=C(C=C1)OC(F)(F)F)N=CC(=C2)C(=O)OC